(S)-3-(5-(3-chloro-4-(trifluoromethyl)pyridin-2-yl)quinolin-8-yl)-2-(2,6-dichlorobenzoylamino)propionic acid ClC=1C(=NC=CC1C(F)(F)F)C1=C2C=CC=NC2=C(C=C1)C[C@@H](C(=O)O)NC(C1=C(C=CC=C1Cl)Cl)=O